bis(1-butylpentyl)adipate C(CCC)C(CCCC)OC(CCCCC(=O)OC(CCCC)CCCC)=O